tert-Butyl ((1-carbamoylpiperidin-4-yl)methyl)carbamate C(N)(=O)N1CCC(CC1)CNC(OC(C)(C)C)=O